1-benzyl-4-methoxy-2,2-dimethyl-1,2,3,4-tetrahydroquinoline C(C1=CC=CC=C1)N1C(CC(C2=CC=CC=C12)OC)(C)C